6-amino-4-bromo-1H-benzo[d]imidazole-7-carboxylic acid NC=1C=C(C2=C(NC=N2)C1C(=O)O)Br